C1(CC1)CN1C(=CC2=CC=CC=C12)C1=NC2=C(N1CC=1C=NC=CC1)C(=CC(=C2)C(=O)OC)OC methyl 2-(1-(cyclopropylmethyl)-1H-indol-2-yl)-7-methoxy-1-(pyridin-3-ylmethyl)-1H-benzo[d]imidazole-5-carboxylate